BrC1=CC(=C(CNC2=CC=NC3=CC=CC(=C23)OC)C(=C1)F)F 4-((4-bromo-2,6-difluorobenzyl)amino)-5-methoxyquinolin